4-methyl-1-oxo-1λ6-thiomorpholine CN1CC[SH2](CC1)=O